BrC(C)C=1C=C(C=C2C(C=C(OC12)N1CC2=CC=C(C=C2C1)F)=O)C 8-(1-bromoethyl)-2-(5-fluoroisoindolin-2-yl)-6-methyl-chromen-4-one